C(C)(=O)O[C@@H]1C=C[C@@H](C1)N1C2=NC(=NC(=C2N=C1)Cl)Cl ((1S,4R)-4-(2,6-dichloro-9H-purin-9-yl) cyclopent-2-en-1-yl) acetate